cyclopentadienylmethane C1(C=CC=C1)C